C[N+]1(CCCC1)CCC N-Methyl-N-Propylpyrrolidinium